BrC=1C=C(N\N=C(/C)\C2=CC=C(C=N2)C#N)C=CC1 6-[(E)-N-(3-bromoanilino)-C-methyl-carbonimidoyl]pyridine-3-carbonitrile